C1(=C(C(=CC(=C1)C)C)S(=O)(=O)N1[S@@](O[C@H]2[C@@H]1C=1C=CC=CC1C2)=O)C (2R,3aS,8aR)-3-(mesitylsulfonyl)-3,3a,8,8a-tetrahydroindeno-[1,2-d][1,2,3]oxathiazole 2-oxide